4-amino-1-benzyl-piperidine NC1CCN(CC1)CC1=CC=CC=C1